(S)-2-((((9H-fluoren-9-yl)methoxy)carbonyl)amino)-3-(2H-tetrazol-5-yl)propanoic acid C1=CC=CC=2C3=CC=CC=C3C(C12)COC(=O)N[C@H](C(=O)O)CC=1N=NNN1